C12CC(CC2C1)OC1=C(C=C(C=C1)NC(=O)C=1N=C(OC1CC)N1CC(C1)(C)OC)C N-(4-(cis-bicyclo[3.1.0]hexane-3-yloxy)-3-methylphenyl)-5-ethyl-2-(3-methoxy-3-methylazetidin-1-yl)oxazole-4-carboxamide